7-(2'-methacryloyloxyethoxy)-4-methylcoumarin C(C(=C)C)(=O)OCCOC1=CC=C2C(=CC(OC2=C1)=O)C